(4-(3-(naphthalene-1-yl)-1,2,4-oxadiazol-5-yl)-2-nitrophenyl)piperazine-1-carboxylic acid tert-butyl ester C(C)(C)(C)OC(=O)N1C(CNCC1)C1=C(C=C(C=C1)C1=NC(=NO1)C1=CC=CC2=CC=CC=C12)[N+](=O)[O-]